N-[3-(dimethylamino)propyl]imidodisulfuric acid disodium salt [Na+].[Na+].CN(CCCN(S(=O)(=O)[O-])S(=O)(=O)[O-])C